COC(=O)C1(OC2=C(C1)C(=C(C=C2)Cl)Br)C(C)=O.O[C@@H]2C[C@@H](CCC2)NC2=NC(=NC=C2C(=O)N)NC2(CC2)C 4-((1R,3S)-3-hydroxycyclohexylamino)-2-(1-methylcyclopropylamino)pyrimidine-5-carboxamide methyl-2-acetyl-4-bromo-5-chloro-2,3-dihydrobenzofuran-2-carboxylate